Cl.C(C)(C)(C)OC(=O)N([C@@H](CC(C)C)C(=O)N1[C@H](CN(CC1)CCOC)C(=O)O)C (R)-1-(N-(tert-Butoxycarbonyl)-N-methyl-L-leucyl)-4-(2-methoxyethyl)piperazine-2-carboxylic acid HCl salt